C(C)(C)(C)OC(=O)N1C[C@H](N(CC1)C1=CC(=C(C(=O)O)C=C1)F)C (R)-4-(4-(tert-butoxycarbonyl)-2-methylpiperazine-1-yl)-2-fluorobenzoic acid